ClC=1C=CC(=NC1)[C@@H]1OC2=C(OC1)C=CC=C2C2CCN(CC2)CC2=NC=1C(=NC(=CC1)C(=O)O)N2C[C@H]2OCC2 2-((4-((S)-3-(5-chloropyridin-2-yl)-2,3-dihydrobenzo[b][1,4]dioxin-5-yl)piperidin-1-yl)methyl)-3-(((S)-oxetan-2-yl)methyl)-3H-imidazo[4,5-b]pyridine-5-carboxylic acid